[H+].CC1=CC2=CC3=C(C=C(C(=C3)C)N)N=C2C=C1N The molecule is the monoprotonated form of 2,7-dimethylacridine-3,6-diamine. It has a role as a fluorochrome. It is a member of aminoacridines and an acridinium ion.